C(C1=C(C(=CC(=C1)C(C)C)C(C)(C)C)O)C1=C(C(=CC(=C1)C(C)C)C(C)(C)C)O 2,2'-Methylenebis[6-(1,1-dimethylethyl)-4-(1-methylethyl)phenol]